tert-butyl (5-((2-amino-6-(2-oxo-1,2-dihydropyridin-3-yl)phenyl)amino)hexyl)carbamate NC1=C(C(=CC=C1)C=1C(NC=CC1)=O)NC(CCCCNC(OC(C)(C)C)=O)C